bromomethyl-1,3-dioxolan-2-one BrCC1OC(OC1)=O